C(C)N(CCOC=1N=C(C2=C(N1)CN(CC2)C2=C1C=NN(C1=CC=C2C)COCC[Si](C)(C)C)N2CCN(CC2)C(C=C)=O)CC 1-[4-[2-[2-(diethylamino)ethoxy]-7-[5-methyl-1-(2-trimethylsilylethoxymethyl)indazol-4-yl]-6,8-dihydro-5H-pyrido[3,4-d]pyrimidin-4-yl]piperazin-1-yl]prop-2-en-1-one